2-[4-(2-amino-7-chloro-1-methyl-benzoimidazol-4-yl)-2-methyl-pyrazol-3-yl]-3-fluoro-naphthalene-1-carbonitrile NC1=NC2=C(N1C)C(=CC=C2C2=C(N(N=C2)C)C2=C(C1=CC=CC=C1C=C2F)C#N)Cl